2-cyclopropyl-5-methoxy-6-methyl-(4,4-bipyridine)-3-carboxylic acid benzyl ester C(C1=CC=CC=C1)OC(=O)C=1C(=NC(=C(C1C1=CC=NC=C1)OC)C)C1CC1